4-(4-(((2-(2,6-dioxopiperidin-3-yl)-1-oxoisoindolin-4-yl)oxy)methyl)benzyl-piperazin-1-yl)-3-fluorobenzonitrile O=C1NC(CCC1N1C(C2=CC=CC(=C2C1)OCC1=CC=C(CC2N(CCNC2)C2=C(C=C(C#N)C=C2)F)C=C1)=O)=O